O=CC(=O)N 2-OXOACETAMIDE